FC(C[C@@H](CO)NC(=O)C=1C=2C[C@@H]3[C@H](C2N(N1)C1=NC=C(C=C1)F)C3)(F)F (1aR,5aR)-2-(5-Fluoro-pyridin-2-yl)-1a,2,5,5a-tetrahydro-1H-2,3-diaza-cyclopropa[a]pentalene-4-carboxylic acid ((S)-3,3,3-trifluoro-1-hydroxymethyl-propyl)-amide